[C@H]12CC(C[C@H](CC1)O2)N2N=C(C=C2)C=2C(=C(C=CC2)NC2=C(N=NC(=C2)NC(=O)C2CC2)C(=O)N)OC 4-((3-(1-((1R,3r,5S)-8-oxabicyclo[3.2.1]octan-3-yl)-1H-pyrazol-3-yl)-2-methoxyphenyl)amino)-6-(cyclopropanecarboxamido)pyridazine-3-carboxamide